1-(5-carboxypentyl)-3,3-dimethyl-2-((1E,3E)-5-((Z)-1,3,3-trimethylindolin-2-ylidene)penta-1,3-dien-1-yl)-3H-indol-1-ium C(=O)(O)CCCCC[N+]1=C(C(C2=CC=CC=C12)(C)C)\C=C\C=C\C=C\1/N(C2=CC=CC=C2C1(C)C)C